O1C(CCCC1)N1N=C2C(CC3=NC=C(C=C32)B(O)O)=C1 (2-(tetrahydro-2H-pyran-2-yl)-2,4-dihydropyrazolo[3',4':3,4]cyclopenta[1,2-b]pyridin-7-yl)boronic acid